(1S,2S,3S)-N-[7-chloro-6-[4-((S)-3-methyltetrahydrofuran-3-yl)piperazin-4-ium-1-yl]-3-isoquinolinyl]-2-methyl-3-(1-methylpyrazol-4-yl)cyclopropanecarboxamide ClC1=C(C=C2C=C(N=CC2=C1)NC(=O)[C@H]1[C@H]([C@@H]1C=1C=NN(C1)C)C)N1CC[NH+](CC1)[C@@]1(COCC1)C